3-[4-amino-8-(cyclopropoxy)pyrido[3,2-d]Pyrimidin-6-yl]Benzene NC=1C2=C(N=CN1)C(=CC(=N2)C=2C=CC=CC2)OC2CC2